2-chloroethyl-(diethyl)ammonium chloride [Cl-].ClCC[NH+](CC)CC